5-bromo-2-phenyl-1,3-benzoxazole BrC=1C=CC2=C(N=C(O2)C2=CC=CC=C2)C1